(2-(2,6-dioxopiperidin-3-yl)-3-oxoisoindolin-5-yl)methyl (4,6-dimethylpyridin-2-yl)carbamate CC1=CC(=NC(=C1)C)NC(OCC=1C=C2C(N(CC2=CC1)C1C(NC(CC1)=O)=O)=O)=O